6,6-dimethylbicyclo[3.1.1]hept-2-ene-2-carboxylic acid CC1(C2CC=C(C1C2)C(=O)O)C